N-(5-Chloro-6-(2H-1,2,3-triazol-2-yl)pyridin-3-yl)-1-(naphthalen-1-yl)-5-(trifluoromethyl)-1H-pyrazol-4-carboxamid ClC=1C=C(C=NC1N1N=CC=N1)NC(=O)C=1C=NN(C1C(F)(F)F)C1=CC=CC2=CC=CC=C12